4-methylpentanic acid CC(CCC(=O)O)C